methyl cyclopropyl carbonate C(OC)(OC1CC1)=O